ON=CC=1SC(=CC1)C1=CC=CC=C1 (hydroxyimino)(5-phenyl-(2-thienyl))methane